(S)-8-(2-amino-6-((R)-1-(5-chloro-3',4'-difluoro-[1,1'-biphenyl]-2-yl)-2,2,2-trifluoroethoxy)pyrimidin-4-yl)-2,8-diazaspiro[4.5]decane-3-carboxylic acid NC1=NC(=CC(=N1)N1CCC2(C[C@H](NC2)C(=O)O)CC1)O[C@@H](C(F)(F)F)C1=C(C=C(C=C1)Cl)C1=CC(=C(C=C1)F)F